BrC1=CC2=CN(N=C2C=C1OC[C@H]1CCC(N1COCC[Si](C)(C)C)=O)C1CCC(CC1)CO (5R)-5-[[5-bromo-2-[4-(hydroxymethyl)cyclohexyl]indazol-6-yl]oxymethyl]-1-(2-trimethylsilylethoxymethyl)pyrrolidin-2-one